dimethyl-decynediol CC(C#CC(O)(O)C)CCCCCC